2,6-dichloro-4-((5-(3,4-difluorophenyl)pyridin-3-yl)oxy)pyridine ClC1=NC(=CC(=C1)OC=1C=NC=C(C1)C1=CC(=C(C=C1)F)F)Cl